O=C(CCCC(=O)O)CCCC(=O)O 5-oxononanedioic acid